1-benzyl 4-(tert-butyl) 4-fluoroazocane-1,4-dicarboxylate FC1(CCN(CCCC1)C(=O)OCC1=CC=CC=C1)C(=O)OC(C)(C)C